N-(trans-4-Cyanocyclohexyl)-4-(7-fluoro-1H-pyrrolo[3,2-c]pyridin-4-yl)benzamide C(#N)[C@@H]1CC[C@H](CC1)NC(C1=CC=C(C=C1)C1=NC=C(C2=C1C=CN2)F)=O